IC1=CN=C(C2=C1N=C(N=C2)NC2CCOCC2)C2=C(C(=O)N)C=CC=C2 (8-iodo-2-((tetrahydro-2H-pyran-4-yl)amino)pyrido[4,3-d]pyrimidin-5-yl)benzamide